(3s,5s)-3-aminomethyl-7-(3-fluoro-phenoxy)-5-methyl-heptanoic acid NC[C@H](CC(=O)O)C[C@@H](CCOC1=CC(=CC=C1)F)C